FC(CN1C[C@H](N(CC1)CC1=C2C=CN(C2=C(C=C1OC)C)C(=O)OC(C)(C)C)C1=CC(=C(C=C1)C(=O)OC)NC1CCOCC1)F tert-Butyl (R)-4-((4-(2,2-difluoroethyl)-2-(4-(methoxycarbonyl)-3-((tetrahydro-2H-pyran-4-yl)amino)phenyl)piperazin-1-yl)methyl)-5-methoxy-7-methyl-1H-indole-1-carboxylate